Tert-butyl-(1-((3-fluoro-2-(2-oxo-4-(5-(trifluoromethyl) pyridin-2-yl) piperazin-1-yl) pyridin-4-yl) oxy) propan-2-yl) carbamate C(N)(OC(COC1=C(C(=NC=C1)N1C(CN(CC1)C1=NC=C(C=C1)C(F)(F)F)=O)F)CC(C)(C)C)=O